tert-butyl N-[1-[2-[2-[2-(benzyloxycarbonylamino)ethyl-methyl-amino]ethoxy]ethyl]-4-piperidyl]carbamate C(C1=CC=CC=C1)OC(=O)NCCN(CCOCCN1CCC(CC1)NC(OC(C)(C)C)=O)C